O[C@@H](CNC(=O)NC=1C(=C2C=C(C(=NC2=CC1)C)C1=CC=CC=C1)C=1C=NN(C1)C)CC (R)-1-(2-hydroxybutyl)-3-(2-methyl-5-(1-methyl-1H-pyrazol-4-yl)-3-phenylquinolin-6-yl)urea